C(C1=CC=CC=C1)C=1NC(=NN1)C(=O)N[C@@H]1CCC2=C(N(C1=O)C)C=NN2C (R)-5-benzyl-N-(1,4-dimethyl-5-oxo-1,4,5,6,7,8-hexahydropyrazolo[4,3-B]azepin-6-yl)-4H-1,2,4-triazole-3-carboxamide